tert-butyl 2-[(3R,4R)-1-[1-(2,6-dibenzyloxy-3-pyridyl)-3-methyl-2-oxo-benzimidazol-5-yl]-3-methyl-4-piperidyl]acetate C(C1=CC=CC=C1)OC1=NC(=CC=C1N1C(N(C2=C1C=CC(=C2)N2C[C@@H]([C@H](CC2)CC(=O)OC(C)(C)C)C)C)=O)OCC2=CC=CC=C2